CN(S(=O)(=O)C1=CC=C(C=C1)S(=O)(=O)NC1=C(C=CC=C1)N(C(OC(C)(C)C)=O)C)C Tert-butyl (2-((4-(N,N-dimethylsulfamoyl)phenyl)sulfonamido)phenyl)(methyl)carbamate